FC(S(=O)(=O)OC1=CCN(C2CC12)C(=O)OC(C)(C)C)(F)F tert-butyl 5-(((trifluoromethyl)sulfonyl)oxy)-2-azabicyclo[4.1.0]hept-4-ene-2-carboxylate